CC1=C(NC=C1)C Dimethyl-pyrrole